C(CCCCC)O hexyl alcohol